NC1=C(C=C(C=N1)C=1C=C2N(N1)CC[C@]21CN(CC1)C(=O)NC(C)C)OCC1=C(C=CC=C1)Cl |r| (rac)-2'-{6-amino-5-[(2-chlorophenyl)methoxy]pyridin-3-yl}-N-(propan-2-yl)-5',6'-dihydrospiro[pyrrolidine-3,4'-pyrrolo[1,2-b]pyrazole]-1-carboxamide